6-(3-(Benzo[d]thiazol-2-ylamino)-4-methyl-6,7-dihydropyrido[2,3-c]pyridazin-8(5H)-yl)-3-(1-(cyclohexylmethyl)-5-methyl-1H-pyrazol-4-yl)picolinic acid S1C(=NC2=C1C=CC=C2)NC2=C(C1=C(N=N2)N(CCC1)C1=CC=C(C(=N1)C(=O)O)C=1C=NN(C1C)CC1CCCCC1)C